1,1-bis(tert-butylperoxy)2-methylcyclohexane C(C)(C)(C)OOC1(C(CCCC1)C)OOC(C)(C)C